1,4-dicarboxycyclohexane C(=O)(O)C1CCC(CC1)C(=O)O